CC1=C(C=CC=C1)SC1=CC=C(C=C1)C(CCCCCCC)=O 1-[4-(2-methylphenylthio)phenyl]-octane-1-one